NC=1SC(=C(N1)C1=CC(=CC=C1)F)C#N 2-amino-4-(3-fluorophenyl)thiazole-5-carbonitrile